C(C)OC(C(C)(C)C=1OC(=C(N1)C)C)=O 2-(4,5-dimethyl-1,3-oxazol-2-yl)-2-methylpropionic acid ethyl ester